C(=C)C1=CC=C(C[Si](Cl)(C)CC2=CC=C(C=C2)C=C)C=C1 bis(4-vinyl-benzyl)methyl-chlorosilane